3-fluoro-2-methyl-4-nitroaniline FC=1C(=C(N)C=CC1[N+](=O)[O-])C